butylidene(6-tert-butyl-3-methylphenol) C(CCC)=CC=1C=C(C(=CC1)C(C)(C)C)O